C1=CC=CC=2C3=CC=CC=C3C(C12)COC(=O)N[C@@H](COCC1=NOC(N1)=O)C(=O)O N-(((9H-fluoren-9-yl)methoxy)carbonyl)-O-((5-Oxo-4,5-dihydro-1,2,4-oxadiazol-3-yl)methyl)-L-serine